2-((2-aminoethyl)amino)ethanesulfonate NCCNCCS(=O)(=O)[O-]